7-methoxy-2-(pyrimidin-5-ylmethyl)pyrazolo[1,5-c]quinazolin-5-amine COC1=CC=CC=2C=3N(C(=NC12)N)N=C(C3)CC=3C=NC=NC3